N(=[N+]=[N-])CC1CCOC2=NC=CC=C21 4-(Azidomethyl)-3,4-dihydro-2H-pyrano[2,3-b]pyridine